P(=O)([O-])([O-])F.[Na+].[V+5].P(=O)([O-])([O-])F.P(=O)([O-])([O-])F vanadium-sodium fluorophosphate